FC(C(=CC(=O)O)C)(F)F 3-trifluoromethyl-butenoic acid